ethyl 1-(3,5-difluorophenyl)-8-methoxy-9-(2-methyl-2H-tetrazol-5-yl)-5,6-dihydropyrrolo[2,1-a]isoquinoline-3-carboxylate FC=1C=C(C=C(C1)F)C=1C=C(N2C1C1=CC(=C(C=C1CC2)OC)C=2N=NN(N2)C)C(=O)OCC